ClC1=CC=C(C=C1)NC(NC1=CC(=CC=C1)C=1C=NC2=CC=CC=C2C1)=O 3-(4-chlorophenyl)-1-[3-(quinolin-3-yl)phenyl]urea